C(N1C(CN2C(CC1)=CC=N2)=O)([2H])([2H])[2H] 6-(methyl-d3)-5,6-dihydro-4H-pyrazolo[1,5-d][1,4]diazepin-7(8H)-one